C1N(CC12CCC2)C(=O)[O-] 2-azaspiro[3.3]heptane-2-carboxylate